lithium dimethylaminoamide CN(C)[NH-].[Li+]